2,6-dioxo-piperidine O=C1NC(CCC1)=O